ClC1=NC=C(C(=C1)C(NOCC=C)=N)OC1=CC(=CC=C1)C(F)(F)F 2-chloro-N-(prop-2-en-1-yloxy)-5-[3-(trifluoromethyl)phenoxy]pyridine-4-carboximidamide